ClC1=CC=2N(C=C1)C=NC2CC(=O)NC2=NC=NC(=C2)NCC=2N=C1N(C(=C(C=C1)C1CC1)F)C2 2-(7-chloroimidazo[1,5-a]pyridin-1-yl)-N-(6-(((6-cyclopropyl-5-fluoro-imidazo[1,2-a]pyridin-2-yl)methyl)amino)pyrimidin-4-yl)acetamide